4-(benzothiazol-6-yl)-N-(5-((4-isopropylpiperazin-1-yl)methyl)pyridin-2-yl)-5-methoxypyrimidin-2-amine S1C=NC2=C1C=C(C=C2)C2=NC(=NC=C2OC)NC2=NC=C(C=C2)CN2CCN(CC2)C(C)C